(S)-6-(3-(2-(1-amino-1,3-dihydro-spiro[indene-2,4'-piperidin]-1'-yl)-1-methyl-6-oxo-1,6-dihydropyrimidin-5-yl)prop-2-yn-1-yl)-3-chloro-2-hydroxybenzonitrile N[C@@H]1C2=CC=CC=C2CC12CCN(CC2)C=2N(C(C(=CN2)C#CCC2=CC=C(C(=C2C#N)O)Cl)=O)C